C(C)(C)(C)OC(=O)N[C@@H]1C[C@@H]2N(C(CCN(C2=O)[C@H](CCC(=O)O)C(=O)NCC2=CC(=C(C=C2)Cl)Cl)COC2=CC(=CC=C2)F)C1 (4R)-4-((8R,9aS)-8-((tert-butoxycarbonyl)amino)-5-((3-fluorophenoxy)methyl)-1-oxohexahydro-1H-pyrrolo[1,2-a][1,4]diazepin-2(3H)-yl)-5-((3,4-dichlorobenzyl)amino)-5-oxopentanoic acid